NC1=CC(=C(C=C1Cl)C(CCC1CCN(CC1)CCCC)=O)OC 1-(4-amino-5-chloro-2-methoxyphenyl)-3-(1-n-butyl-4-piperidinyl)-1-propanone